NC1=C(C=CC2=CC=CC=C12)N=NC=1C=NC(=CC1)C1=CC(=CC=C1)OC 4-amino-3-[6-(3-methoxyphenyl)pyridine-3-ylazo]naphthalene